NC1=C(C=C(C=N1)NC(C(=O)N1C(CCC(C1)C)C=1C=CC2=C(N=C(S2)NC)C1)=O)C N-(6-amino-5-methylpyridin-3-yl)-2-(5-methyl-2-(2-(methylamino)benzo[d]thiazol-5-yl)piperidin-1-yl)-2-oxoacetamide